tert-Butyl hydrazinecarboxylate N(N)C(=O)OC(C)(C)C